C(#N)[C@H](CC)NC(C1=CC=C(C=C1)C1=NC(=NC=C1C)NC=1C=NN(C1)C1CN(CCC1)C)=O N-((S)-1-cyanopropyl)-4-(5-methyl-2-((1-(1-methylpiperidin-3-yl)-1H-pyrazol-4-yl)amino)pyrimidin-4-yl)benzamide